3-oxo-3,4-dihydro-2H-benzo[b][1,4]oxazine-5-carbaldehyde O=C1NC2=C(OC1)C=CC=C2C=O